NC1=NC=2C=C(C(=CC2C2=C1C=NN2C)C(=O)N(C)[C@@H]2COCC1=C2C=CC(=C1F)F)F 4-amino-N-((4S)-7,8-difluoro-3,4-dihydro-1H-2-benzopyran-4-yl)-7-fluoro-N,1-dimethyl-1H-pyrazolo[4,3-c]quinoline-8-carboxamide